1-ethyl-4-methyl-N-(quinolin-8-yl)-1H-imidazole-2-sulfonamide C(C)N1C(=NC(=C1)C)S(=O)(=O)NC=1C=CC=C2C=CC=NC12